FC1(C(C1)CC1=CC(=C(C#N)C(=C1)F)F)F 4-((2,2-Difluorocyclopropyl)methyl)-2,6-difluorobenzonitrile